(cis)-tert-butyl 4-(4-(allyloxy)-2-hydroxy-3,3-dimethyl-4-oxobutyl)-3,3-difluorohexahydropyrrolo[3,2-b]pyrrole-1(2H)-carboxylate C(C=C)OC(C(C(CN1CC[C@@H]2N(CC([C@@H]21)(F)F)C(=O)OC(C)(C)C)O)(C)C)=O